NC1=C(C=NN1)C#N 5-Amino-1H-pyrazole-4-carbonitrile